C1(CC1)C1=NC=C(C(=C1)C1=C(C=NC(=C1)C)C(=O)O)OC 2'-cyclopropyl-5'-methoxy-6-methyl-(4,4'-bipyridine)-3-carboxylic Acid